C[C@H]1CN(C[C@@H](N1)C)C1=NC=C(C(=N1)N1CC(C1)C(=O)NC(C)(C)C1=CN=C2N1C=CC=C2)F 1-{2-[(3S,5S)-3,5-dimethylpiperazin-1-yl]-5-fluoropyrimidin-4-yl}-N-(2-{imidazo[1,2-a]pyridin-3-yl}propan-2-yl)azetidine-3-carboxamide